2-[(2S)-tetrahydrofuran-2-yl]-N-[2-(trifluoromethyl)benzyl]-6-({[2-(trifluoromethyl)phenyl]carbonyl}amino)-1H-benzImidazole-4-carboxamide O1[C@@H](CCC1)C1=NC2=C(N1)C=C(C=C2C(=O)NCC2=C(C=CC=C2)C(F)(F)F)NC(=O)C2=C(C=CC=C2)C(F)(F)F